ClC1=CC=C(C(=N1)C(=O)NS(=O)(=O)C)N[C@H](C)C=1C=C(C=C2C(N(C(=NC12)N1CCN(CC1)C1=NC=CC=N1)C)=O)C (R)-6-chloro-3-((1-(3,6-dimethyl-4-oxo-2-(4-(pyrimidin-2-yl)piperazin-1-yl)-3,4-dihydroquinazolin-8-yl)ethyl)amino)-N-(methylsulfonyl)picolinamide